5-iodo-2-furan-formaldehyde IC1=CC=C(O1)C=O